1,3-bis(4-amino-α,α-dimethylbenzyl)benzene NC1=CC=C(C(C)(C)C2=CC(=CC=C2)C(C2=CC=C(C=C2)N)(C)C)C=C1